4-t-butyl-L-phenylalanine C(C)(C)(C)C1=CC=C(C[C@H](N)C(=O)O)C=C1